3,6-diamino-2,7-di-tert-butyl-10-methylacridine NC=1C(=CC=2CC3=CC(=C(C=C3N(C2C1)C)N)C(C)(C)C)C(C)(C)C